ClC1=CC(=C(C(=C1)F)[C@H]1[C@@H](N(CC=2C3=C(C=CC12)NN=C3)C)CC(C)C)F (6S,7S)-6-(4-chloro-2,6-difluorophenyl)-7-isobutyl-8-methyl-6,7,8,9-tetrahydro-3H-pyrazolo[3,4-h]isoquinoline